OC1=C(C=CC(=C1O)O)\C=C\C(=O)C1=CC=CC=C1 2,3,4-trihydroxychalcone